(S)-4-(8-amino-3-(1-(but-2-ynoyl)pyrrolidin-2-yl)imidazo[1,5-a]pyrazin-1-yl)-N-(pyridin-2-yl)benzamide maleate C(\C=C/C(=O)O)(=O)O.NC=1C=2N(C=CN1)C(=NC2C2=CC=C(C(=O)NC1=NC=CC=C1)C=C2)[C@H]2N(CCC2)C(C#CC)=O